(4-chlorophenyl)-3-(3-fluorophenyl)-1-mesityl-1H-pyrazole-4-carbaldehyde ClC1=CC=C(C=C1)C1=C(C(=NN1C1=C(C=C(C=C1C)C)C)C1=CC(=CC=C1)F)C=O